C(C)(C)N(C(C)C)P(OC=1C=C(CCP(OC)(OC)=O)C=CC1)N(C(C)C)C(C)C dimethyl (3-((bis(diisopropylamino)phosphaneyl)oxy)phenethyl)phosphonate